C(=C)OCCCCCCCCCCCCCCCCCCCC arachidyl vinyl ether